OC[C@H](C1=CC=CC=C1)NC1=NC(=NC=C1C1=NC(=NO1)C=C)NC=1C=C2CCN(C(C2=CC1)=O)COCC[Si](C)(C)C 6-[[4-[[(1S)-2-hydroxy-1-phenyl-ethyl]amino]-5-(3-vinyl-1,2,4-oxadiazol-5-yl)pyrimidin-2-yl]amino]-2-(2-trimethylsilylethoxymethyl)-3,4-dihydroisoquinolin-1-one